N-[(1S)-2-[[(1S)-1-cyano-2-[(3S)-2-oxopyrrolidin-3-yl]ethyl]amino]-1-(cyclopropylmethyl)-2-oxo-ethyl]-4,5,6,7-tetrahydro-1H-indole-2-carboxamide C(#N)[C@H](C[C@H]1C(NCC1)=O)NC([C@H](CC1CC1)NC(=O)C=1NC=2CCCCC2C1)=O